2,2-dimethylolbutanoic acid rubidium [Rb].C(O)C(C(=O)O)(CC)CO